5-Chloro-3-methyl-2-(7-{[(3S)-1-methylpyrrolidin-3-yl]methyl}-7H-imidazo[4,5-c]pyridazin-3-yl)phenol hydrochloride Cl.ClC=1C=C(C(=C(C1)O)C1=CC2=C(N=N1)N(C=N2)C[C@@H]2CN(CC2)C)C